1,8-diaminooctane mesylate S(C)(=O)(=O)O.NCCCCCCCCN